1-(2-azido-5-bromophenyl)-4-(difluoromethylidene)piperidine N(=[N+]=[N-])C1=C(C=C(C=C1)Br)N1CCC(CC1)=C(F)F